COCC(CO)CO 2-methoxymethyl-1,3-propylene glycol